C(C)(=O)C=1C(=CC(=NC1)NC(=O)C1CC1)NC1=C(C(=CC=C1)C1=NN(C=N1)C)OC N-(5-acetyl-4-((2-methoxy-3-(1-methyl-1H-1,2,4-triazol-3-yl)phenyl)amino)pyridin-2-yl)cyclopropanecarboxamide